NC1=NC=2N(C=C1)N=C(C2C=2C=NC(=C(C2)C)N)C=2C=C(C#N)C=CC2 3-[5-Amino-3-(6-amino-5-methyl-3-pyridyl)pyrazolo[1,5-a]pyrimidin-2-yl]benzonitrile